ClC1=C(C=C(C=C1)C12N=C(OC1[C@H]([C@@H]([C@H](O2)CO)O)O)C)CC=2SC(=CC2)C (5R,6S,7S)-3a-(4-chloro-3-((5-methylthiophen-2-yl)methyl)phenyl)-5-(hydroxymethyl)-2-methyl-5,6,7,7a-tetrahydro-3aH-pyrano[2,3-d]oxazole-6,7-diol